[Na+].NC1=CC=C(C=N1)C1=C(N(C=C1)S(N)(=O)=O)C(=O)[O-] 3-(6-Aminopyridin-3-yl)-1-sulfamoyl-1H-pyrrole-2-carboxylic acid, sodium salt